(R)-2-(2-fluoro-6-(3-fluoropiperidin-1-yl)pyridin-3-yl)-6,7-dihydrothiazolo[5,4-c]pyridin-4(5H)-one FC1=NC(=CC=C1C=1SC=2C(NCCC2N1)=O)N1C[C@@H](CCC1)F